4-methoxyphenylacetyl-pyrrolidineacetic acid COC1=CC=C(C=C1)CC(=O)C1N(CCC1)CC(=O)O